1-(3-(methylcarbamoyl)-1H-indazol-6-yl)piperidine-3-carboxylic acid CNC(=O)C1=NNC2=CC(=CC=C12)N1CC(CCC1)C(=O)O